FC(OC1=NNC2=C1N(C(C=C2)=O)C2=CC(=C(C=C2)S(=O)(=O)C)C)F 3-(difluoromethoxy)-4-(3-methyl-4-methylsulfonyl-phenyl)-1H-pyrazolo[4,3-b]pyridin-5-one